rel-5-fluoro-2-methyl-4-{[(1r,4r)-4-(trifluoromethyl)cyclohexyl]oxy}-6-(trimethylstannyl)pyrimidine FC=1C(=NC(=NC1[Sn](C)(C)C)C)OC1CCC(CC1)C(F)(F)F